(R)-6-(azetidin-3-yl)-4-((1-(3-(difluoromethyl)-2-fluorophenyl)ethyl)amino)-1-methylpyrido[3,4-d]pyridazin-7(6H)-one trifluoroacetate FC(C(=O)O)(F)F.N1CC(C1)N1C=C2C(=NN=C(C2=CC1=O)C)N[C@H](C)C1=C(C(=CC=C1)C(F)F)F